N-(3-(5-(7-cyano-5-formylbenzo[d]oxazol-2-yl)-4-methylpyridin-3-yl)-2-methylphenyl)-5-methyl-4,5,6,7-tetrahydrothiazolo[5,4-c]pyridine-2-carboxamide C(#N)C1=CC(=CC=2N=C(OC21)C=2C(=C(C=NC2)C=2C(=C(C=CC2)NC(=O)C=2SC=1CN(CCC1N2)C)C)C)C=O